CN(CC(=O)O)C1=CC=C(C=C1)Br N-methyl-N-(p-bromophenyl)glycine